(5E)-5-octen-1-ynyltrimethylsilane C(#CCC\C=C\CC)[Si](C)(C)C